[Si]([O-])([O-])([O-])[O-].[Zn+2].[Ca+2] calcium zinc silicate